(Z)-4-((6-((2,6-difluorobenzyl)sulfonyl)-3-oxo-3,4-dihydro-2H-benzo[b][1,4]thiazin-2-ylidene)methyl)phenyl acetate C(C)(=O)OC1=CC=C(C=C1)\C=C/1\C(NC2=C(S1)C=CC(=C2)S(=O)(=O)CC2=C(C=CC=C2F)F)=O